3-(4-Methoxybenzyl)-5,7-dimethyl-3,5-dihydro-4H-pyridazino[4,5-b]indol-4-one COC1=CC=C(CN2N=CC3=C(N(C=4C=C(C=CC34)C)C)C2=O)C=C1